C(C)(C)(C)OC(=O)\N=C(\N1[C@@H]([C@H](CC1)O)C1=NC(=NO1)C1=CC(=C(C=C1)OCC1CCCCC1)C(F)(F)F)/NC(OC(C)(C)C)=O tert-butyl ((E)-((tert-butoxycarbonyl)imino)((2S,3S)-2-(3-(4-(cyclohexylmethoxy)-3-(trifluoromethyl)phenyl)-1,2,4-oxadiazol-5-yl)-3-hydroxypyrrolidin-1-yl)methyl)carbamate